COS(=O)(=O)[O-].C(C)N1C=[N+](C=C1)C 1-ethyl-3-methyl-imidazolium methylsulfate